C[C@H]1[C@H](N(CC1)[C@@H](C)C1=CC=CC=C1)C(=O)OCC ethyl (2S,3R)-3-methyl-1-((S)-1-phenylethyl)pyrrolidine-2-carboxylate